NC=1C=CC(=C2CN(C(C12)=O)CC(=C)C(N)=O)C=1C=C2C(=NNC2=CC1)C1=CC(=C(C(=O)NC)C=C1)OC 4-[5-[7-amino-2-(2-carbamoylallyl)-1-oxo-isoindolin-4-yl]-1H-indazol-3-yl]-2-methoxy-N-methyl-benzamide